[(2,2,2-trifluoro-ethylcarbamoyl)-methyl]-benzamide FC(CNC(=O)CC1=C(C(=O)N)C=CC=C1)(F)F